NC1=C(C=C(C=2C(C3=CC=CC=C3C(C12)=O)=O)NC1=CC=C(C=C1)C=C)S(=O)(=O)O 1-amino-4-(4'-vinylphenylamino)-9,10-anthraquinone-2-sulfonic acid